C(C)OC(=O)C=1C=C(NC1C1=C(C=CC=C1)[N+](=O)[O-])C1=CC=C(C=C1)C#N (4-cyanophenyl)-5-(2-nitrophenyl)Azole-4-carboxylic acid ethyl ester